N-(2'-amino-5'H-spiro[chromane-4,4'-thiazol]-6-yl)-2,4,6-triisopropylbenzenesulfonamide NC=1SCC2(N1)CCOC1=CC=C(C=C12)NS(=O)(=O)C1=C(C=C(C=C1C(C)C)C(C)C)C(C)C